Tert-butyl N-[3-(tert-butoxycarbonylamino)propyl]-N-[[3-[(4-piperazin-1-ylsulfonylphenyl)carbamoyl]phenyl]methyl]carbamate C(C)(C)(C)OC(=O)NCCCN(C(OC(C)(C)C)=O)CC1=CC(=CC=C1)C(NC1=CC=C(C=C1)S(=O)(=O)N1CCNCC1)=O